CC1(OB(OC1(C)C)/C=C/CN1[C@@H](CC1)C(=O)OC)C Methyl (2S)-1-[(E)-3-(4,4,5,5-tetramethyl-1,3,2-dioxaborolan-2-yl)allyl]azetidine-2-carboxylate